4-(1,3-dioxolan-2-yl)-1-(2-fluoro-4-nitrophenyl)piperidine O1C(OCC1)C1CCN(CC1)C1=C(C=C(C=C1)[N+](=O)[O-])F